C(C)C1C(=C(C(O1)=O)O)C ethyl-3-hydroxy-4-methyl-2(5h)-furanone